C(C=C)(=S)OCC ethyl thioacrylate